C1(=CC=CC=C1)C1=NC(=NC(=N1)C1=CC=CC=C1)N1C=2C=CC(=CC2C2=C1C(NC1=CC=CC=C21)=O)C=2C=CC=1N(C3=CC=CC=C3C1C2)C2=CC=CC=C2 7-(4,6-Diphenyl-1,3,5-triazin-2-yl)-10-(9-phenylcarbazol-3-yl)-5H-indolo[2,3-c]chinolin-6-on